2-((1H-pyrazol-3-yl)methyl)-6-((6-aminopyridin-2-yl)methyl)-4-methyl-4,6-dihydro-5H-thiazolo[5',4':4,5]pyrrolo[2,3-d]pyridazin-5-one hydrate O.N1N=C(C=C1)CC=1SC2=C(N(C=3C(N(N=CC32)CC3=NC(=CC=C3)N)=O)C)N1